NC1=CC=C2CCN(CC2=C1)C(=O)OC(C)(C)C 7-amino-2-N-BOC-1,2,3,4-tetrahydroisoquinoline